CN1C(=[N+](C=C1)CC1=CC=C(C=C1)C)C 1,2-dimethyl-3-(4-methylbenzyl)imidazolium